N12C(CN(CC1)CC2)CO 1,4-diazabicyclo[2.2.2]octan-2-methanol